NCC1=CC(=CS1)/C(=N/S(=O)(=O)C)/N (Z)-5-(aminomethyl)-N'-(methylsulfonyl)thiophene-3-carboxamidine